Diazomethyl-(trimethyl)silane methyl-4-[4-{[2-(4-chlorophenyl)-4,4-dimethylcyclohex-1-en-1-yl]methyl}(2H8)piperazin-1-yl]-2-(1H-pyrrolo[2,3-b]pyridIn-5-yloxy)benzoate COC(C1=C(C=C(C=C1)N1C(C(N(C(C1([2H])[2H])([2H])[2H])CC1=C(CC(CC1)(C)C)C1=CC=C(C=C1)Cl)([2H])[2H])([2H])[2H])OC=1C=C2C(=NC1)NC=C2)=O.[N+](=[N-])=C[Si](C)(C)C